C(CCCCCCCCCCC)(=O)OCCCCCCCOCC(C(COCCCCCCCOC(CCCCCCCCCCC)=O)OC(CCCN1CCCC1)=O)OC(CCCN1CCCC1)=O ((2,3-bis((4-(pyrrolidin-1-yl)butanoyl)oxy)butane-1,4-diyl)bis(oxy))bis(heptane-7,1-diyl) didodecanoate